2-fluoroacetimidamide FCC(N)=N